C(C)N1C(C(N(CC1)C1CC2(C1)CCN(CC2)C(=O)OC(C)(C)C)C2=C(C=CC=C2)C(C)C)=O Tert-butyl 2-(4-ethyl-2-(2-isopropylphenyl)-3-oxopiperazin-1-yl)-7-azaspiro[3.5]Nonane-7-carboxylate